1-(4-(4-(4-chloroquinolin-6-yl)-5-fluoro-2-methylbenzoyl)piperazin-1-yl)-2-methylpropan-1-one ClC1=CC=NC2=CC=C(C=C12)C1=CC(=C(C(=O)N2CCN(CC2)C(C(C)C)=O)C=C1F)C